ClC=1C(=NC=CC1)N1N=C(C=C1C(=O)OCC)CC ethyl 2-(3-chloro-2-pyridyl)-5-ethyl-pyrazole-3-carboxylate